O=C1OC(CN1C1=NC2=C(OCC(N2)=O)N=C1)CCNCC1CC2=C(C(=NC(=C2C)C)C)C1 6-[2-oxo-5-[2-[(1,3,4-trimethyl-6,7-dihydro-5H-cyclopenta[c]pyridin-6-yl)methylamino]ethyl]-1,3-oxazolidin-3-yl]-4H-pyrazino[2,3-b][1,4]oxazin-3-one